N=1C(N=C2C1C=CC=N2)=O imidazo-pyridinone